C\C(=C/C(=O)O)\C=C\[C@H]1[C@](C1)(C1=CC=2C(CCC(C2C=C1)(C)C)(C)C)C (2E,4E)-3-methyl-5-((1S,2S)-2-methyl-2-(5,5,8,8-tetramethyl-5,6,7,8-tetrahydronaphthalen-2-yl)cyclopropyl)penta-2,4-dienoic acid